ClC1=C2C(=NC(=N1)Cl)N(N=C2)C2CC2 4,6-dichloro-1-cyclopropylpyrazolo[3,4-d]pyrimidine